ClC1=CC=CC(=N1)N1N=C(C2=CC=CC=C12)NC=1C=C2C=NN(C2=CC1)C1OCCCC1 1-(6-chloro-2-pyridyl)-N-(1-tetrahydropyran-2-ylindazol-5-yl)indazol-3-amine